NC(CNC(=O)C1=NC(=CN=C1)C=1NC2=CC=C(C=C2C1C)C)(C)C N-(2-amino-2-methylpropyl)-6-(3,5-dimethyl-1H-indol-2-yl)pyrazine-2-carboxamide